1,3,5-Tris(3',5'-di-t-butyl-4'-hydroxybenzyl)-s-triazine-2,4,6(1H,3H,5H)Trion C(C)(C)(C)C=1C=C(CN2C(N(C(N(C2=O)CC2=CC(=C(C(=C2)C(C)(C)C)O)C(C)(C)C)=O)CC2=CC(=C(C(=C2)C(C)(C)C)O)C(C)(C)C)=O)C=C(C1O)C(C)(C)C